N-(5-(cyclopentyloxy)thiazolo[5,4-b]pyridin-2-yl)-5-(2-methoxyphenyl)pyridazine-4-carboxamide C1(CCCC1)OC1=CC=C2C(=N1)SC(=N2)NC(=O)C2=CN=NC=C2C2=C(C=CC=C2)OC